2-oxo-1-phenyl-2,4,6,7-tetrahydro-1H-pyrazolo[5,1-c][1,4]oxazine-3-carboxylic acid ethyl ester C(C)OC(=O)C=1C(N(N2C1COCC2)C2=CC=CC=C2)=O